(thiazole-2-yl)acetamide S1C(=NC=C1)CC(=O)N